(2-Methyl-6,7-dihydro-4H-pyrazolo[1,5-a]pyrazin-5-yl)-[rac-(5S,7S)-7-fluoro-5-phenyl-6,7-dihydro-5H-pyrrolo[1,2-b][1,2,4]triazol-2-yl]methanon CC1=NN2C(CN(CC2)C(=O)C=2N=C3N(N2)[C@@H](C[C@@H]3F)C3=CC=CC=C3)=C1 |r|